1,2,4,5-tetrafluorocyclohexane FC1C(CC(C(C1)F)F)F